O=S1(N(CCC1)CCCCN1C(=NC=2C(=NC=3C=CC=CC3C21)N)CCOC)=O 1-[4-(1,1-dioxoisothiazolidin-2-yl)butyl]-2-(2-methoxyethyl)-1H-imidazo[4,5-c]quinolin-4-amine